2-(pentan-3-yl)-2,4-dihydro-3H-1,2,4-triazol-3-one CCC(CC)N1N=CNC1=O